C(CCCCCCCCCCCCCCCC=CCC=CCC=CCC=CCCC)(=O)O 17,20,23,26-triacontatetraenoic acid